(3S,4S)-1-(6-Chloropyrimidin-4-yl)-4-(3,4-dihydroisoquinolin-2(1H)-yl)piperidin-3-ol Disodium [Na].[Na].ClC1=CC(=NC=N1)N1C[C@@H]([C@H](CC1)N1CC2=CC=CC=C2CC1)O